N-(4-bromobenzyl)-N-ethyl-2-(4-methyl-3-oxopiperazin-1-yl)acetamide BrC1=CC=C(CN(C(CN2CC(N(CC2)C)=O)=O)CC)C=C1